O1CCN(CC1)CCOC1=CC=C2C=C(C(=CC2=C1)O)C=1N=NC(=CC1)OC1CC(NC(C1)(C)C)(C)C 7-(2-morpholinoethoxy)-3-(6-((2,2,6,6-tetramethylpiperidin-4-yl)oxy)pyridazin-3-yl)naphthalen-2-ol